ClC=1C(=NC=C(C1)C(F)(F)F)N1C(OC2=C1C=CC(=C2)S)=O (3-chloro-5-(trifluoromethyl)pyridin-2-yl)-6-mercaptobenzoxazol-2(3H)-one